4-(1-(2,6-dimethylphenyl)-6-fluoro-7-(2-fluoro-6-hydroxyphenyl)-2-oxo-1,2-dihydroquinolin-4-yl)piperazine-1-carboxylic acid tert-butyl ester C(C)(C)(C)OC(=O)N1CCN(CC1)C1=CC(N(C2=CC(=C(C=C12)F)C1=C(C=CC=C1O)F)C1=C(C=CC=C1C)C)=O